3-chloro-N-((6-methoxy-1-methyl-1H-benzimidazol-7-yl)-methyl)-4-methylbenzamide ClC=1C=C(C(=O)NCC2=C(C=CC3=C2N(C=N3)C)OC)C=CC1C